[Br-].O=C1C=C(NN1C1=CC=CC=C1)CCCC[P+](C1=CC=CC=C1)(C1=CC=CC=C1)C1=CC=CC=C1 (4-(5-oxo-1-phenyl-2,5-dihydro-1H-pyrazol-3-yl)butyl)triphenyl-phosphonium bromide